2-(nonyldisulfanyl)-1,3,4-thiadiazole C(CCCCCCCC)SSC=1SC=NN1